C(C)N1C(C(=C2N1C=CC=N2)C(=O)O)C.FC2=C(C(=O)C1=CC=3C(=CN=C(C3)NC3=C(C=C(C=C3)N3CCN(CC3)CC)NC(C=C)=O)S1)C(=C(C=C2OC)OC)F N-(2-((2-(2,6-difluoro-3,5-dimethoxybenzoyl)thieno[2,3-c]pyridin-5-yl)amino)-5-(4-ethylpiperazin-1-yl)phenyl)acrylamide 1-Ethyl-2-methylpyrazolo[1,5-a]pyrimidine-3-carboxylate